N2,N3,N3-triethyl-6,7-dihydroxy-N2-[4-[methyl-(pentanoyl)amino]butyl]-5-nitro-naphthalene-2,3-dicarboxamide C(C)N(C(=O)C1=CC2=CC(=C(C(=C2C=C1C(=O)N(CC)CC)[N+](=O)[O-])O)O)CCCCN(C(CCCC)=O)C